7-(3-(pyrrolidin-1-yl)propoxy)quinazoline-2,4-diamine N1(CCCC1)CCCOC1=CC=C2C(=NC(=NC2=C1)N)N